ClC1=C(C(=CC(=C1)[N+](=O)[O-])Cl)OC 2,6-dichloro-4-nitroanisole